C1(CC1)C1=CC=C(C=N1)N1C(NC2=C1C=CC=C2)=O 1-(6-cyclopropylpyridin-3-yl)-1H-benzo[d]imidazol-2(3H)-one